C1(CC1)C=1C=C2CC(CC2=CC1)NC1=NC=C(C=N1)C1=NN=C(O1)CC(=O)O 2-(5-(2-((5-cyclopropyl-2,3-dihydro-1H-inden-2-yl)amino)pyrimidin-5-yl)-1,3,4-oxadiazol-2-yl)acetic acid